CN1CCC=CCCC(C2=NN=C(C=3C(=CC(=C1N3)C(F)(F)F)[N+](=O)[O-])O2)=O 13-Methyl-17-nitro-15-(trifluoromethyl)-19-oxa-3,4,13,18-tetrazatricyclo[12.3.1.12,5]nonadeca-1(18),2,4,9,14,16-hexaen-6-one